C(C)(=O)OCCCCC=1C(=C2C=NN(C2=CC1C)C1OCCCC1)B1OC(C(O1)(C)C)(C)C 4-(6-methyl-1-(tetrahydro-2H-pyran-2-yl)-4-(4,4,5,5-tetramethyl-1,3,2-dioxaborolan-2-yl)-1H-indazol-5-yl)butyl acetate